C(C)(C)(C)OC(=O)N1CC2=C(CC1)C(=CS2)C=O 3-formyl-4,7-dihydrothieno[2,3-c]pyridine-6(5H)-carboxylic acid tert-butyl ester